O=C(CC(=O)N[C@@H](CCO)C(=O)O)CCC N-(3-oxo-hexanoyl)-homoserine